N-(2-(2-(2H-tetrazol-5-yl)phenyl)-6-(benzyl(propyl)amino)pyridin-4-yl)-2-(pyrazin-2-yl)acetamide N=1NN=NC1C1=C(C=CC=C1)C1=NC(=CC(=C1)NC(CC1=NC=CN=C1)=O)N(CCC)CC1=CC=CC=C1